2-(4-methoxyphenyl)-N-(2-(2-methyl-1H-imidazol-4-yl)thiophen-3-yl)acetamide COC1=CC=C(C=C1)CC(=O)NC1=C(SC=C1)C=1N=C(NC1)C